(2-(cyclopropylmethyl)-4-methyloxazol-5-yl)methanone C1(CC1)CC=1OC(=C(N1)C)C=O